10-(4-bromobenzoyl)-7-cyano-6,8,9-trifluoro-1,2,3,4-tetrahydropyrimido[1,2-a]indole BrC1=CC=C(C(=O)C2=C3N(C=4C(=C(C(=C(C24)F)F)C#N)F)CCCN3)C=C1